(R)-N-(5-((6-(3-(4'-cyano-[1,1'-biphenyl]-3-yl)isoxazolidin-2-yl)pyrimidin-4-yl)amino)-4-methoxy-2-(4-methylpiperazin-1-yl)phenyl)acrylamide C(#N)C1=CC=C(C=C1)C1=CC(=CC=C1)[C@@H]1N(OCC1)C1=CC(=NC=N1)NC=1C(=CC(=C(C1)NC(C=C)=O)N1CCN(CC1)C)OC